C(C1=CC=CC=C1)N1CCN(CCCN(CC1)CC=1C(=C(C=C(C1)C)C(C(=O)N)(CO)O)O)CC=1C(=C(C=C(C1)C)C(C(=O)N)(CO)O)O N'-{(4-benzyl-1,4,7-triazecane-1,7-diyl)bis[methylene(2-hydroxy-5-methyl-3,1-phenylene)]}bis(2,3-dihydroxypropanamide)